ClC1=CC=C(C=C1)C1(CNCC1)NS(=O)(=N)C1=CC=C(C=C1)OC(F)(F)F N-(3-(4-chlorophenyl)pyrrolidin-3-yl)-4-(trifluoromethoxy)benzene-sulfonimidamide